FC1=C(C(=CC=C1)F)C(C=O)(C)C 2-(2,6-di-fluorophenyl)-2-methylpropionaldehyde